N-((3S,4R)-1-ethyl-4-hydroxypiperidin-3-yl)-2-(4-isopropyl-1-oxo-6-(trifluoromethyl)phthalazin-2(1H)-yl)acetamide C(C)N1C[C@@H]([C@@H](CC1)O)NC(CN1C(C2=CC=C(C=C2C(=N1)C(C)C)C(F)(F)F)=O)=O